((3S,4S)-8-(3-Chloropyrazin-2-yl)-3-methyl-2-oxa-8-azaspiro[4.5]dec-4-yl)carbamic acid tert-butyl ester C(C)(C)(C)OC(N[C@@H]1[C@@H](OCC12CCN(CC2)C2=NC=CN=C2Cl)C)=O